C(C1=CC=CC=C1)OC1CCN(CC1)C(=O)C1=CN(C2=C1C(N(C=C2C)C)=O)C 3-((4-(benzyloxy)piperidin-1-yl)carbonyl)-1,5,7-trimethyl-1,5-dihydro-4H-pyrrolo[3,2-c]pyridin-4-one